NC1=NC=CC=C1C1=NC=2C(=NC(=CC2)C2CC2)N1C=1C=C2CC[C@@H](C2=CC1)NC(OC(C)(C)C)=O tert-butyl N-[(1S)-5-[2-(2-aminopyridin-3-yl)-5-cyclopropylimidazo[4,5-b]pyridin-3-yl]-2,3-dihydro-1H-inden-1-yl]carbamate